C(C)(C)(C)C1=C(C(=C(C(=O)O)C(=C1)N)C)OC1=C(C(=CC=C1F)NS(=O)(=O)CCCS(=O)(=O)CCC)Cl tert-butyl-6-amino-3-{2-chloro-6-fluoro-3-[N-(propane-1-sulfonyl)propane-1-sulfonylamino]phenoxy}-2-methylbenzoic acid